O[C@H]1[C@@H](O[C@@H]([C@H]1O)COP(=O)(O)O)[N+]1=CC(=CC=C1)C(=O)O[C@H]1[C@@H](CC[C@H](C1)C)C(C)C 1-((2R,3R,4S,5R)-3,4-dihydroxy-5-((phosphonooxy)methyl)tetrahydrofuran-2-yl)-3-((((1R,2S,5R)-2-isopropyl-5-methylcyclohexyl)oxy)carbonyl)pyridin-1-ium